C(C)OC1=C(C=C(C=C1OC)CCN)SCC 4-ethoxy-3-ethylsulfanyl-5-methoxyphenylethylamine